FC(C=1C=C(C=CC1)C1=CC=C(C=C1)C(=O)O)(F)F 3'-(Trifluoromethyl)-[1,1'-biphenyl]-4-carboxylic acid